O=C(CCCCCCC(=O)O)OC(CCCC=C)CCCC=C 8-Oxo-8-(undeca-1,10-dien-6-yloxy)octanoic acid